methyl 7-(((tert-butoxycarbonyl)amino)methyl)-4-formyl-2,3-dihydrobenzofuran-5-carboxylate C(C)(C)(C)OC(=O)NCC1=CC(=C(C=2CCOC21)C=O)C(=O)OC